C1(CC1)OC(CO)(C1=CC=CC=C1)C1=NC(=NC2=CC=C(C=C12)C=1C2=C(C(N(C1)C)=O)COC2)OC2CCN(CC2)C 7-(4-(1-cyclopropoxy-2-hydroxy-1-phenylethyl)-2-((1-methylpiperidin-4-yl)oxy)quinazolin-6-yl)-5-methyl-3,5-dihydrofuro[3,4-c]pyridin-4(1H)-one